N1=CC(=CC=C1)CNCCO 2-[(pyridin-3-ylmethyl)amino]ethan-1-ol